BrC1=C(C(=CC(=C1)C=CCBr)F)OC 1-bromo-5-(3-bromoprop-1-en-1-yl)-3-fluoro-2-methoxybenzene